(R)-3-amino-butan-1-ol N[C@@H](CCO)C